bis(3,5,6-trimethyl-4-hydroxyphenyl)methane CC=1C=C(C(=C(C1O)C)C)CC1=CC(=C(C(=C1C)C)O)C